C1(CCCC1)C1=C(C=C(C=C1O)\C=C\C1=CC=C(C=C1)F)O (E)-2-cyclopentyl-5-(4-fluoro-styryl)-1,3-benzenediol